C1(CCC1)CN(C(=O)OCC1=C(N=NN1C)C=1N=C(C(=NC1)O[C@@H]1C[C@H](CC1)CC(=O)O)C)C 2-(trans-3-((5-(5-((((cyclobutylmethyl)(methyl)carbamoyl)oxy)methyl)-1-methyl-1H-1,2,3-triazol-4-yl)-3-methylpyrazin-2-yl)oxy)cyclopentyl)acetic Acid